1-((3R,3AR,7R,8aS)-3,6,8,8-tetramethyl-2,3,4,7,8,8a-hexahydro-1H-3a,7-methanoazulen-5-yl)ethan-1-one C[C@@H]1CC[C@H]2C([C@@H]3C(=C(C[C@]12C3)C(C)=O)C)(C)C